Cyanomethyl-dodecyl-carbonyl-carbon trithioformate C(=S)[O-].C(=S)[O-].C(=S)[O-].C(#N)C[C+3]C(=O)CCCCCCCCCCCC